ethyl (7S)-7-[4-(2-nitrobenzene-1-sulfonyl)piperazin-1-yl]-4,5,6,7-tetrahydro-2H-pyrazolo[4,3-b]pyridine-3-carboxylate [N+](=O)([O-])C1=C(C=CC=C1)S(=O)(=O)N1CCN(CC1)[C@@H]1C=2C(NCC1)=C(NN2)C(=O)OCC